ClC=1C(N(C(=CC1OCC1=NC=C(C=C1F)F)C)C1=CC(=NC=C1C)N1C(C(=CC=C1)C(C(=O)OC)(C)C)=O)=O methyl 2-(1-{3-chloro-4-[(3,5-difluoropyridin-2-yl)methoxy]-5',6-dimethyl-2-oxo-[1,4'-bipyridin]-2'-yl}-2-oxopyridin-3-yl)-2-methylpropanoate